triphenylsulfonium 2-(1-adamantanecarbonyloxy)-1-fluoro-1-(pentafluorosulfanyl)-ethanesulfonate C12(CC3CC(CC(C1)C3)C2)C(=O)OCC(S(=O)(=O)[O-])(S(F)(F)(F)(F)F)F.C2(=CC=CC=C2)[S+](C2=CC=CC=C2)C2=CC=CC=C2